C(C)(=O)NCCS(=O)(=O)[O-].[Na+] sodium acetyltaurate